methyl 3-methoxy-3-methylcyclobutane-1-carboxylate COC1(CC(C1)C(=O)OC)C